ethyl 1-[2-[3-[4-(cyclopropylcarbamoyl)-3-(difluoromethoxy)-5-methoxy-phenyl]imidazo[1,2-a]pyridin-7-yl]oxyethyl]piperidine-3-carboxylate C1(CC1)NC(=O)C1=C(C=C(C=C1OC)C1=CN=C2N1C=CC(=C2)OCCN2CC(CCC2)C(=O)OCC)OC(F)F